ClC1=CC=C2C(=N1)C(N(C2=O)C2C(NC(CC2)=O)=O)=O 2-chloro-6-(2,6-dioxopiperidin-3-yl)-5H-pyrrolo[3,4-b]pyridine-5,7(6H)-dione